2-((6-cyclopropyl-8-fluoroimidazo[1,2-a]pyridin-2-yl)methyl)-2H-tetrazole-5-carboxylic acid C1(CC1)C=1C=C(C=2N(C1)C=C(N2)CN2N=C(N=N2)C(=O)O)F